2-(3-methyl-1,2-oxazol-5-yl)-N-[(1s,4s)-4-{[6-chloro-2-(trifluoromethyl)quinolin-4-yl]amino}cyclohexyl]acetamide CC1=NOC(=C1)CC(=O)NC1CCC(CC1)NC1=CC(=NC2=CC=C(C=C12)Cl)C(F)(F)F